BrC1=C(C=CC=C1)[C@H]1N(CCC1)C(=O)OC(C)(C)C tert-butyl (S)-2-(2-bromophenyl)pyrrolidine-1-carboxylate